NC1=C2C(=NC=N1)N(N=C2C2=CC=C(C=C2)OC2=CC=CC=C2)[C@@H]2[C@@H](CN(CC2)CC=2C=C1C(N(C(C1=CC2F)=O)C2C(NC(CC2)=O)=O)=O)F 5-(((3R,4S)-4-(4-amino-3-(4-phenoxyphenyl)-1H-pyrazolo[3,4-d]pyrimidin-1-yl)-3-fluoropiperidin-1-yl)methyl)-2-(2,6-dioxopiperidin-3-yl)-6-fluoroisoindoline-1,3-dione